C(#N)C1=C2C(C(=NN(C2=CC=C1)C1=CC(=C(C=C1)OC)OC)C(=O)O)=O 5-cyano-1-(3,4-dimethoxyphenyl)-4-oxo-cinnoline-3-carboxylic acid